C(C1=CC=CC=C1)N1N=CC=2C3=C(C=CC12)C(=C(CC3)Br)C3=CC=C(C=C3)N3CCC(CC3)C(OC)OC 3-benzyl-7-bromo-6-[4-[4-(dimethoxymethyl)-1-piperidyl]phenyl]-8,9-dihydrobenzo[e]indazole